3-((3-((4-(4-amino-5-methoxy-2-(1-methyl-1H-pyrazol-4-yl)phenyl)piperazin-1-yl)methyl)phenyl)amino)piperidine-2,6-dione NC1=CC(=C(C=C1OC)N1CCN(CC1)CC=1C=C(C=CC1)NC1C(NC(CC1)=O)=O)C=1C=NN(C1)C